OCC1=CC(=CC2=C1C=CO2)C(=O)OCC ethyl 4-hydroxymethylbenzofuran-6-carboxylate